P(=O)(O)(O)OC[C@@H]1[C@H]([C@H]([C@@](O1)(N1C=NC=2C(=O)NC(N)=NC12)SC1=C(C=CC=C1)N)O)O.CNC1=CC=CC=N1 6-(methylamino)pyridine (2-Aminophenylthio)guanosine-5'-monophosphate